C[C@H]1N(CCOC1)C=1N=C2N(C(C1)=O)CC[C@H](N2CC2=NC(=NO2)C(F)(F)F)C(F)(F)F (S)-2-((R)-3-Methyl-morpholin-4-yl)-8-trifluoromethyl-9-(3-trifluoromethyl-[1,2,4]oxadiazol-5-yl-methyl)-6,7,8,9-tetrahydro-pyrimido[1,2-a]-pyrimidin-4-one